C(C)(C)(C)OC(=O)N[C@H]1CN(CC[C@@H]2N(C1=O)[C@@H](CC2)C(=O)OC)C(C(C)C)=O Methyl (5S,8S,10aR)-5-[(tert-butoxycarbonyl)amino]-3-(2-methylpropanoyl)-6-oxo-octahydropyrrolo[1,2-a][1,5]diazocine-8-carboxylate